methyl 2-bromo-7-(naphthalen-1-ylmethyl)-5-oxo-8-(3-(trifluoromethyl)phenyl)-1,5-dihydroimidazo[1,2-a]pyridine-3-carboxylate BrC=1NC=2N(C(C=C(C2C2=CC(=CC=C2)C(F)(F)F)CC2=CC=CC3=CC=CC=C23)=O)C1C(=O)OC